The molecule is a 1,2-diacyl-sn-glycerol 3-phosphate(2-) obtained by deprotonation of the phosphate OH groups of 1-heptadecanoyl-2-oleoyl-sn-glycero-3-phosphate. It is a conjugate base of a 1-heptadecanoyl-2-oleoyl-sn-glycero-3-phosphate. CCCCCCCCCCCCCCCCC(=O)OC[C@H](COP(=O)([O-])[O-])OC(=O)CCCCCCC/C=C\\CCCCCCCC